(Methylcyclopentadienyl)Trimethylplatinum [CH3-].[CH3-].[CH3-].CC1=[C-]CC=C1.[Pt+4]